BrC1=CC=CC2=NC(=[N+]([N+](=C21)[O-])[O-])NOC(CC)=O 8-bromo-3-((3-oxo-3-propoxy)amino)benzo[e][1,2,4]triazine-1,2-dioxide